FC=1C=C(C=CC1N1CCN(CC1)C)B1OC(C)(C)C(C)(C)O1 3-fluoro-4-(4-methylpiperazino)phenylboronic acid pinacol ester